COC1=C(N=CC(=N1)C1=CC=C(N=N1)N(C1C[C@H]2CC[C@@H](C1)N2C(=O)OC(C)(C)C)C)C=2C=NN(C2)C2OCCCC2 tert-butyl (1R,3R,5S)-3-[(6-{6-methoxy-5-[1-(oxan-2-yl) pyrazol-4-yl] pyrazin-2-yl} pyridazin-3-yl) (methyl)amino]-8-azabicyclo[3.2.1]octane-8-carboxylate